8-((2-(2,6-dioxopiperidin-3-yl)-1-oxoisoindolin-4-yl)amino)octanoic acid tert-butyl ester C(C)(C)(C)OC(CCCCCCCNC1=C2CN(C(C2=CC=C1)=O)C1C(NC(CC1)=O)=O)=O